C1(CC1)C(CN1N=CC2=NC=C(C=C21)C2=CC(=CC=C2)OC(F)(F)F)=O Cyclopropyl-2-[6-[3-(trifluoromethoxy)phenyl]pyrazolo[4,3-b]pyridin-1-yl]ethanone